tert-butyl 3-[[2-amino-3-carbamoyl-6-cyclopropyl-1-(5-methyl-1-tetrahydropyran-2-yl-indazol-4-yl)pyrrolo[3,2-c]pyridin-7-yl]methylene]azetidine-1-carboxylate NC1=C(C=2C=NC(=C(C2N1C1=C2C=NN(C2=CC=C1C)C1OCCCC1)C=C1CN(C1)C(=O)OC(C)(C)C)C1CC1)C(N)=O